(S)-6-fluoro-2-((S)-tetrahydrofuran-2-yl)chromen-4-one FC=1C=C2C(C=C(OC2=CC1)[C@H]1OCCC1)=O